CN([C@@H]1[C@@H](C[C@H](CC1)NC=1N=CC2=C(N1)N(C(C(=C2)C2=CC=C(C=N2)NS(=O)(=O)CCC(F)(F)F)=O)C(C)C)F)C N-(6-(2-(((1S,3R,4S)-4-(Dimethylamino)-3-fluorocyclohexyl)amino)-8-isopropyl-7-oxo-7,8-dihydropyrido[2,3-d]pyrimidin-6-yl)pyridin-3-yl)-3,3,3-trifluoropropane-1-sulfonamide